FC=1C=C(C=CC1)CC(=O)N 2-(3-fluorophenyl)acetamide